ClC1C(C(=O)NC2=NN=NN2C)=CC=CC1(S(=O)(=O)C)SC 2-chloro-3-(methylsulfanyl)-N-(1-methyl-1H-tetrazol-5-yl)-3-(methylsulfonyl)-benzamide